(R)-6-amino-2-((R)-2-((R)-2-((R)-2-amino-3-phenylpropionamido)-4-methylpentanoylamino)hexanoyl)-N-(benzofuran-5-yl)piperidine-4-carboxamide Tritrifluoroacetate FC(C(=O)O)(F)F.FC(C(=O)O)(F)F.FC(C(=O)O)(F)F.NC1CC(C[C@@H](N1)C([C@@H](CCCC)NC([C@@H](CC(C)C)NC([C@@H](CC1=CC=CC=C1)N)=O)=O)=O)C(=O)NC=1C=CC2=C(C=CO2)C1